CCCCCCCCCCCCCCCCCCCCCCCCCC(=O)N[C@@H](CO[C@@H]1[C@@H]([C@H]([C@H]([C@H](O1)CO)O)O)O)[C@@H](CCCCCCCCCCCCCCC)O The molecule is a glycodihydroceramide having an alpha-D-galactopyranosyl residue at the O-1 position and an hexacosanoyl group attached to the nitrogen. It has a role as an epitope. It derives from an alpha-D-galactose.